C[C@]1(CNC[C@H]1C1=CC=CC=C1)C#N rel-(trans)-3-methyl-4-phenylpyrrolidine-3-carbonitrile